squalane linoleate C(CCCCCCC\C=C/C\C=C/CCCCC)(=O)O.CC(C)CCCC(C)CCCC(C)CCCCC(C)CCCC(C)CCCC(C)C